4-ethylpyrrole-1-carboxylic acid benzyl ester C(C1=CC=CC=C1)OC(=O)N1C=CC(=C1)CC